C(C)N(C(C)C)C(C)C.[K] potassium N-ethyl-N,N-diisopropylamine